FC(C1=NN=C(O1)C=1C=CC(=NC1)CN1C(N(C2=C1C=CC(=C2)C2CCN(CC2)C)C2CCN(CC2)C)=O)F 1-((5-(5-(difluoromethyl)-1,3,4-oxadiazole-2-yl)pyridine-2-yl)methyl)-3,5-bis(1-methylpiperidine-4-yl)-1,3-dihydro-2H-benzo[d]imidazole-2-one